The molecule is a L-galactose 1-phosphate compound having beta-configuration about the anomeric centre. It derives from a beta-L-galactose. It is a conjugate acid of a beta-L-galactose 1-phosphate(2-). C([C@H]1[C@H]([C@H]([C@@H]([C@H](O1)OP(=O)(O)O)O)O)O)O